ethylthiobutyraldehyde C(C)C(C=S)CC